3-Hydroxy-5-methoxy-2-nitrobenzoic acid methyl ester COC(C1=C(C(=CC(=C1)OC)O)[N+](=O)[O-])=O